benzofuran-2-carboxylic acid {(s)-3-methyl-1-[3-oxo-1-(pyridin-2-ylsulfonyl)azepan-4-ylcarbamoyl]butyl}amide CC(C[C@@H](C(NC1C(CN(CCC1)S(=O)(=O)C1=NC=CC=C1)=O)=O)NC(=O)C=1OC2=C(C1)C=CC=C2)C